arachidylamidopropyl-dimethylamine C(CCCCCCCCCCCCCCCCCCC)(=O)NCCCN(C)C